DIETHYLENE GLYCOL DIETHYL ETHER C(C)OCCOCCOCC